C(C=1C(C(=O)O)=CC=CC1)(=O)O.C(CN)N ethylenediamine phthalate